2-(4-methyl-piperazin-1-yl)-ethyl-diazene CN1CCN(CC1)CCN=N